3-ethyl-5-fluoro-2,4-dioxo-1,2,3,4-tetrahydroquinazoline-7-carbaldehyde C(C)N1C(NC2=CC(=CC(=C2C1=O)F)C=O)=O